FC(C=1C=C(C=C(C1)C(F)(F)F)C(C(=O)N(C)C=1C=NC(=CC1C1=C(C=CC=C1)C)Cl)(C)C)(F)F 2-(3,5-bis(trifluoromethyl)phenyl)-N-(6-chloro-4-(o-tolyl)pyridin-3-yl)-N,2-dimethylpropionamide